OC1C(OC(C(O1)CO)O)CO 3,6-dihydroxy-1,4-dioxane-2,5-dimethanol